(S)-phenylethane C1(=CC=CC=C1)CC